C(C)(C)(C)OC[C@@H]1NC([C@@H]2N(C1=O)CCC2)=O (3S,8aR)-3-(tert-Butoxymethyl)hexahydropyrrolo[1,2-a]pyrazine-1,4-dione